2,3,5,6-tetramethyloxycarbonyl-1,4-dicyanobenzene COC(=O)C1=C(C(=C(C(=C1C(=O)OC)C#N)C(=O)OC)C(=O)OC)C#N